BrC1=CC(=C(C(=O)NC2=C(C(=NC=C2C)OC)C)C=C1F)O[C@H](C(F)(F)F)C (S)-4-bromo-5-fluoro-N-(2-methoxy-3,5-dimethylpyridin-4-yl)-2-((1,1,1-trifluoropropan-2-yl)oxy)benzamide